OC(COC=1C=C(C=2N(C1)N=CC2C#N)C=2C=NC(=CC2)N2CC1N(C(C2)C1)CC=1C=NC(=CC1C)OC)(C)C 6-(2-hydroxy-2-methylpropoxy)-4-(6-(6-((6-methoxy-4-methylpyridin-3-yl)methyl)-3,6-diazabicyclo[3.1.1]heptan-3-yl)pyridin-3-yl)pyrazolo[1,5-a]pyridine-3-carbonitrile